NC\C=C(\CS(=O)(=O)C=1C=C(OCC2=CC=C(C=C2)S(=O)(=O)N(C)C)C=CC1)/F (Z)-4-((3-((4-amino-2-fluorobut-2-en-1-yl)sulfonyl)phenoxy)methyl)-N,N-dimethylbenzene-sulfonamide